3-bromo-6-[(E)-2-(dimethylamino)vinyl]-N,N-bis[(4-methoxyphenyl)methyl]-5-nitro-pyridin-2-amine BrC=1C(=NC(=C(C1)[N+](=O)[O-])\C=C\N(C)C)N(CC1=CC=C(C=C1)OC)CC1=CC=C(C=C1)OC